(1S,3S,4S,5R)-5-hydroxy-2-azabicyclo[2.2.1]heptane-3-carboxylic acid ethyl ester C(C)OC(=O)[C@H]1N[C@@H]2C[C@H]([C@H]1C2)O